FC=1C=2N(C=C(C1)NC(=O)C=1C=CC(=C3C=C(N=NC13)OCCOC)N1CCNCC1)C=C(N2)C N-{8-fluoro-2-methylimidazo[1,2-a]pyridin-6-yl}-3-(2-methoxyethoxy)-5-(piperazin-1-yl)cinnoline-8-carboxamide